C(C)N1N=C(C(=C1)C(=O)O)C(F)(F)F 1-ethyl-3-(trifluoromethyl)pyrazole-4-carboxylic acid